FC1(N(C(C(C(C1(F)F)(F)F)(F)F)(F)F)C1(C(C(C(C(C1(F)F)(F)F)(F)F)(F)F)(F)F)F)C(F)(F)F Perfluoromethylcyclohexyl-piperidin